C(C)NS(=O)(=O)Cl N-ethyl-chlorosulfonamide